6-(4-((5-Fluoro-2-methoxybenzamido)methyl)phenyl)-4-((1,1,1-trifluoropropan-2-yl)oxy)-1H-pyrazolo[4,3-c]pyridine-7-carboxamide FC=1C=CC(=C(C(=O)NCC2=CC=C(C=C2)C2=C(C3=C(C(=N2)OC(C(F)(F)F)C)C=NN3)C(=O)N)C1)OC